(2S,4R)-1-((S)-17-amino-2-(tert-butyl)-4-oxo-6,9,12,15-tetraoxa-3-azaheptadecanoyl)-4-hydroxy-N-(4-(4-methylthiazol-5-yl)benzyl)pyrrolidine-2-carboxamide hydrochloride Cl.NCCOCCOCCOCCOCC(N[C@H](C(=O)N1[C@@H](C[C@H](C1)O)C(=O)NCC1=CC=C(C=C1)C1=C(N=CS1)C)C(C)(C)C)=O